CN(C(OC(C)(C)C)=O)[C@H]1[C@H]2CC[C@@H](C1)N2CC2=C(C(=CC=C2)C2=CC(=C(C=C2)C#N)F)C2CC2 |o1:9,10,13| tert-Butyl N-methyl-N-[rel-(1R,2R,4S)-7-[[3-(4-cyano-3-fluoro-phenyl)-2-cyclopropyl-phenyl] methyl]-7-azabicyclo[2.2.1]heptan-2-yl]carbamate